FC(CCC(O)C=1SC2=C(C1)C=CC(=C2)C2=CC=1C(N=C2)=NN(C1)C)(F)F 4,4,4-trifluoro-1-(6-(2-methyl-2H-pyrazolo[3,4-b]pyridin-5-yl)-1-benzothiophen-2-yl)-1-butanol